methyl-4-(4-((6-(8-methyl-2,3-dihydro-1H-pyrido[2,3-b][1,4]oxazin-7-yl)-5,6,7,8-tetrahydro-2,6-naphthyridin-3-yl)amino)phenyl)piperidin-4-ol CN1CCC(CC1)(O)C1=CC=C(C=C1)NC=1N=CC=2CCN(CC2C1)C1=C(C2=C(OCCN2)N=C1)C